C(C1=CC=CC=C1)OC[C@@H](CNC(=O)OC(C)(C)C)N1C=2C(OCC1)=C(SC2C(=O)OC)Br (R)-methyl 4-(1-(benzyloxy)-3-((tert-butoxycarbonyl)amino)propan-2-yl)-7-bromo-3,4-dihydro-2H-thieno[3,4-b][1,4]oxazine-5-carboxylate